C1(=CC=CC=C1)C=1C(=NC=CC1)N 3-phenylpyridin-2-amine